3-(o-nitrophenyl)propionylAmine [N+](=O)([O-])C1=C(C=CC=C1)CCC(=O)N